NC/C(/COC1=CC(=C(C=C1)S(=O)(=O)CN1C(C2(CC1)CCCC2)=O)F)=C\F (E)-2-(((4-((2-(aminomethyl)-3-fluoroallyl)oxy)-2-fluorophenyl)sulfonyl)methyl)-2-azaspiro[4.4]nonan-1-one